FC1=C(C=C(C=C1)C)C1=CC2=C(N(C(N2C)=O)[C@H](CS(=O)(=O)C)C2=NC(=C(C=C2)OC)OCC)C=C1 (S)-5-(2-fluoro-5-methylphenyl)-1-(1-(6-ethoxy-5-methoxypyridin-2-yl)-2-(methylsulfonyl)ethyl)-3-methyl-1H-benzo[d]imidazol-2(3H)-one